NC1=C(C=C(C=N1)C1=CC=C(CN2C(N(CC2)CC2CCOCC2)=O)C=C1)C1=C(C=C(C=C1)N)F 1-(4-(6-amino-5-(4-amino-2-fluorophenyl)pyridin-3-yl)benzyl)-3-((tetrahydro-2H-pyran-4-yl)methyl)imidazolidin-2-one